(R)-1-(5-chloro-3-fluoropyridin-2-yl)-4-(4-chlorobenzyl)-3-isopropylpiperazine-2,5-dione ClC=1C=C(C(=NC1)N1C([C@H](N(C(C1)=O)CC1=CC=C(C=C1)Cl)C(C)C)=O)F